ClC1=CC(=C(C=C1)N1C([C@@H](N(C(C1)=O)CC1=CC=C(C=C1)F)C1CC(C1)O)=O)F (S)-1-(4-chloro-2-fluoro-phenyl)-4-(4-fluorobenzyl)-3-((1s,3R)-3-hydroxy-cyclobutyl)piperazine-2,5-dione